FC1=C2C=CC=NC2=CC=C1NC1=NC=NC2=CC(=CC(=C12)OC(C(=O)N(C)C)C)C=1C=NN(C1)C 2-((4-((5-fluoroquinolin-6-yl)amino)-7-(1-methyl-1H-pyrazol-4-yl)quinazolin-5-yl)oxy)-N,N-dimethylpropanamide